CN1C=CC=2C1=NC=CC2C2=NC=C(C1=C2CNC1=O)NC1=NC(=CC(=C1)C)N1[C@@H]2[C@H](CC1)CN(C2)C 4-(1-methyl-pyrrolo[2,3-b]pyridin-4-yl)-7-((4-methyl-6-((3aR,6aR)-5-methylhexahydropyrrolo[3,4-b]pyrrol-1(2H)-yl)pyridin-2-yl)amino)-2,3-dihydro-1H-pyrrolo[3,4-c]pyridin-1-one